4,5-diphenyl-2-(3-thienylmethyl)imidazole C1(=CC=CC=C1)C=1N=C(NC1C1=CC=CC=C1)CC1=CSC=C1